6-((4-(1H-pyrazol-4-yl)phenyl)amino)-N-(pyridazin-4-yl)-1H-indole-2-carboxamide N1N=CC(=C1)C1=CC=C(C=C1)NC1=CC=C2C=C(NC2=C1)C(=O)NC1=CN=NC=C1